N-((3S,4R)-1-methyl-4-(3-(1-methyl-1H-pyrazol-4-yl)phenyl)pyrrolidin-3-yl)-3-(2-methylpyridin-4-yl)-1H-pyrazolo[3,4-b]pyridine-5-amide CN1C[C@H]([C@@H](C1)C1=CC(=CC=C1)C=1C=NN(C1)C)NC(=O)C=1C=C2C(=NC1)NN=C2C2=CC(=NC=C2)C